N[C@H](C(=O)NC)CCCC1CCCC1 (S)-2-amino-5-cyclopentyl-N-methylpentanamide